N-(4-(7-chloro-5-((5-(4-methylpiperazin-1-yl)pentyl)amino)-2,3,4,5-tetrahydro-1H-benzo[b]azepine-1-carbonyl)-3-methylphenyl)-2-methylbenzamide ClC1=CC2=C(N(CCCC2NCCCCCN2CCN(CC2)C)C(=O)C2=C(C=C(C=C2)NC(C2=C(C=CC=C2)C)=O)C)C=C1